CNC(CO)CCCCC 2-methylamino-1-heptanol